2-(Furan-2-ylmethyl)-N4-(1-phenylethyl)quinazoline-2,4-diamine O1C(=CC=C1)CC1(NC2=CC=CC=C2C(=N1)NC(C)C1=CC=CC=C1)N